L-galactaric acid O=C([C@@H](O)[C@H](O)[C@H](O)[C@@H](O)C(=O)O)O